ClC=1C=C2C(=C(C(NC2=CC1)=O)C=1CC(N(N1)C(CCC(=O)O)=O)C1=CC=C(C=C1)F)C1=CC=CC=C1 4-[5-(6-chloro-2-oxo-4-phenyl-1H-quinolin-3-yl)-3-(4-fluorophenyl)-3,4-dihydropyrazol-2-yl]-4-oxo-butanoic acid